O[C@](N)(CCCCN)C(=O)O alpha-hydroxylysine